NC1=NC=CC=C1C1=NC=2C(=NC(=CC2)C2=NC=C(C=C2)CC)N1C1=CC=C(CN2CCC(CC2)NC2=NC(=NC=C2)C#N)C=C1 4-((1-(4-(2-(2-Aminopyridin-3-yl)-5-(5-ethylpyridin-2-yl)-3H-imidazo[4,5-b]pyridin-3-yl)benzyl)piperidin-4-yl)amino)pyrimidine-2-carbonitrile